CC=1SC=C(N1)C=1N=NN(C1)[C@@H]1[C@H]([C@@H](O[C@@H]([C@@H]1O)CO)C1=NC(=NN1C1=CC2=C(N=C(S2)C)C=C1)C)O 6-{5-{3-deoxy-3-[4-(2-methylthiazol-4-yl)-1H-1,2,3-triazol-1-yl]-beta-D-galactopyranosyl}-3-methyl-1H-1,2,4-triazol-1-yl}-2-methylbenzothiazole